methyl (S)-3-amino-3-(3-chloro-8-(prop-1-ynyl)dibenzo[b,d]thiophen-2-yl)butanoate hydrochloride Cl.N[C@](CC(=O)OC)(C)C1=CC2=C(SC3=C2C=C(C=C3)C#CC)C=C1Cl